2-(4-(1-(2,6-bis(benzyloxy)pyridin-3-yl)-4-fluoro-3-methyl-2-oxo-2,3-dihydro-1H-benzo[d]imidazol-5-yl)-3-fluorophenyl)acetic acid C(C1=CC=CC=C1)OC1=NC(=CC=C1N1C(N(C2=C1C=CC(=C2F)C2=C(C=C(C=C2)CC(=O)O)F)C)=O)OCC2=CC=CC=C2